(E)-2-(Isoquinolin-1-ylmethylene)-N,N-dimethylhydrazine-1-carbothioamide C1(=NC=CC2=CC=CC=C12)\C=N\NC(N(C)C)=S